FC(N1C(C(=CC=C1)NC(=O)C=1C(=CC=2N(C1)C=C(N2)C21COC(C2)(C1)C)OC1C(CC1)(C)C)=O)F N-(1-(difluoromethyl)-2-oxo-1,2-dihydropyridin-3-yl)-7-(2,2-dimethylcyclobutoxy)-2-(1-methyl-2-oxabicyclo[2.1.1]hexan-4-yl)imidazo[1,2-a]pyridine-6-carboxamide